6-bromo-2-(2,5-dimethylpyrrol-1-yl)-7-methoxy-3-methyl-benzimidazole-4-carbonitrile BrC=1C=C(C2=C(N=C(N2C)N2C(=CC=C2C)C)C1OC)C#N